N-(2-pyridinylmethyl)-N'-[2-furanylmethyl]-N-(5,6,7,8-tetrahydro-8-quinolinyl)-1,4-benzenedimethanamine N1=C(C=CC=C1)CN(CC1=CC=C(C=C1)CNCC=1OC=CC1)C1CCCC=2C=CC=NC12